ClC=1C(N(C(=CC1OCC1=NC=C(C=C1F)F)C([2H])([2H])[2H])C1=CC(=NC=C1C)C=1N=C(SC1)C(C)(C)O)=O (R)-3-chloro-4-((3,5-diFluoropyridin-2-yl)methoxy)-2'-(2-(2-hydroxypropane-2-yl)thiazol-4-yl)-5'-methyl-6-(methyl-d3)-2H-[1,4'-bipyridyl]-2-one